C(C)(=O)OC1=CC=C(C=C1)\C=C\C(=O)C1=C(C=C(C=C1OC)OC)O [4-[(E)-3-(2-Hydroxy-4,6-dimethoxyphenyl)-3-oxoprop-1-enyl]phenyl] acetate